n-methyl-4-((4-oxoquinazolin-3(4H)-yl)methyl)benzamide CNC(C1=CC=C(C=C1)CN1C=NC2=CC=CC=C2C1=O)=O